butyl 1-(4-(tert-butyl)phenyl)-3-azabicyclo[3.1.0]hexane-3-carboxylate C(C)(C)(C)C1=CC=C(C=C1)C12CN(CC2C1)C(=O)OCCCC